OC1=CC=C(C=C1)C(CCC)(CCC)C1=CC=C(C=C1)O 4,4-Bis(4-hydroxyphenyl)-heptan